6-(4-amino-1-tert-butyl-pyrazolo[3,4-d]pyrimidin-3-yl)-N-[1-(2-fluoroethyl)pyrazol-3-yl]-1H-indole-2-carboxamide NC1=C2C(=NC=N1)N(N=C2C2=CC=C1C=C(NC1=C2)C(=O)NC2=NN(C=C2)CCF)C(C)(C)C